C(C1=CC=CC=C1)(C1=CC=CC=C1)N1CCN(CC1)[C@H](C=C)C1=CC=CC=C1 (R)-1-benzhydryl-4-(1-phenylallyl)piperazine